C1(CC1)C([C@@H](C(=O)NC1=NC(=C(C=C1)C=1C(=NNC1C)C)F)NC(=O)C=1N(N=CC1)CCCSC)C1CC1 N-[(1S)-1-(dicyclopropylmethyl)-2-[[5-(3,5-dimethyl-1H-pyrazol-4-yl)-6-fluoro-2-pyridyl]amino]-2-oxo-ethyl]-2-(3-methylsulfanylpropyl)pyrazole-3-carboxamide